1-{4-[(2S)-2,3-dihydro-1,4-benzodioxin-2-yl]benzyl}piperidine-3-carboxylic acid O1[C@H](COC2=C1C=CC=C2)C2=CC=C(CN1CC(CCC1)C(=O)O)C=C2